2-((2-((2,4-dichloro-5-(2-methoxyethoxy)phenyl)amino)-2-oxoethyl)thio)acetic acid ClC1=C(C=C(C(=C1)Cl)OCCOC)NC(CSCC(=O)O)=O